ClC(CCCN(C(OCC1=CC=C(C=C1)NC([C@H](C)NC([C@H](C(C)C)NC(=O)OC(C)(C)C)=O)=O)=O)C)=O 4-{[(2S)-2-({(2S)-2-[(tert-butoxycarbonyl)amino]-3-methylbutanoyl}amino)propanoyl]amino}benzyl (4-chloro-4-oxobutyl)methylcarbamate